CALCIUM-SILICON-ALUMINIUM-MAGNESIUM OXIDE [O-2].[Mg+2].[Al+3].[Si+4].[Ca+2]